FC1=CC=C(C=C1)C1(CCC1)C(=O)N1CCC(CC1)C=1OC(=CN1)CNN1C(C2=CC=CC=C2C1=O)=O (((2-(1-(1-(4-fluorophenyl)cyclobutane-1-carbonyl)piperidin-4-yl)oxazol-5-yl)methyl)amino)isoindoline-1,3-dione